2-methylhexyl-(isoheptane) CC(CCCCCC(C)C)CCCC